(2s,3r,6s)-6-methyl-2-(1-methyltriazol-4-yl)-4-oxo-piperidine-3-carboxylate C[C@H]1CC([C@@H]([C@H](N1)C=1N=NN(C1)C)C(=O)[O-])=O